ClC1=CC(=C(C=C1)B(O)O)OC 4-CHLORO-2-METHOXYPHENYLBORONIC ACID